BrC=1C=C(C2=C(N(N=C2C1)C)C1=CC(=C(C(=C1)OC)C(=O)N1CC(C1)(O)C(F)F)OC(F)F)C(F)F [4-[6-bromo-4-(difluoromethyl)-2-methylindazol-3-yl]-2-(difluoromethoxy)-6-methoxyphenyl]-[3-(difluoromethyl)-3-hydroxyazetidin-1-yl]methanone